5-amino-N3-(5-(2-(3-fluorophenyl)acetylamino)pyridin-3-yl)-1-isopropyl-1H-pyrazole-3,4-dicarboxamide NC1=C(C(=NN1C(C)C)C(=O)NC=1C=NC=C(C1)NC(CC1=CC(=CC=C1)F)=O)C(=O)N